FC(C(C(F)(F)F)OC(=O)N1CCC(CC1)(C)N(C)CC1=C(C=CC=C1)C1(CCCC1)C(=O)O)(F)F 1-(2-{[(1-{[(1,1,1,3,3,3-Hexafluoropropan-2-yl)oxy]carbonyl}-4-methylpiperidin-4-yl)(methyl)amino]methyl}phenyl)cyclopentane-1-carboxylic acid